N=1C=NN2C1C=CC=C2N2N=CC(=C2C(F)(F)F)C(=O)NC=2C=NC(=C(C2)C#N)N2N=CC=N2 1-([1,2,4]Triazolo[1,5-a]pyridin-5-yl)-N-(5-cyano-6-(2H-1,2,3-triazol-2-yl)pyridin-3-yl)-5-(trifluoromethyl)-1H-pyrazol-4-carboxamid